(Z)-2-(chloromethoxy)-1-(4-hydroxypiperidin-1-yl)diazene-1-oxide ClCO\N=[N+](\N1CCC(CC1)O)/[O-]